(E)-1-((5-bromo-1H-indol-3-yl)methylene)-2-(4-bromophenyl)hydrazin-1-ium chloride [Cl-].BrC=1C=C2C(=CNC2=CC1)\C=[NH+]\NC1=CC=C(C=C1)Br